tert-butoxysilanol C(C)(C)(C)O[SiH2]O